C(CC(O)(C(=O)[O-])CC(=O)[O-])(=O)[O-].[K+].[K+].[K+] tripotassium citrate salt